2,5-dichlorophenyl 3-azido-3-deoxy-1-thio-alpha-D-galactopyranoside N(=[N+]=[N-])[C@@H]1[C@H]([C@@H](SC2=C(C=CC(=C2)Cl)Cl)O[C@@H]([C@@H]1O)CO)O